3-(((7-(2-aminopyrimidin-4-yl)-2,3-dihydrofuro[3,2-c]pyridin-4-yl)amino)methyl)-N-(5-((1S,4S)-5-methyl-2,5-diazabicyclo[2.2.1]heptan-2-yl)pyridin-2-yl)benzamide NC1=NC=CC(=N1)C=1C2=C(C(=NC1)NCC=1C=C(C(=O)NC3=NC=C(C=C3)N3[C@@H]4CN([C@H](C3)C4)C)C=CC1)CCO2